[(tetrahydro-pyran-4-ylmethyl)-amino]-pyridin O1CCC(CC1)CNC1=NC=CC=C1